FC(C1=C(C=CC=C1)C=1C=CC=[N+](C1)[O-])(F)F 5-(2-(trifluoromethyl)phenyl)pyridine 1-oxide